monohydrogen pyrophosphate monohydrate O.OP(O)(=O)OP(=O)(O)O